COC1=CC=C(CNC23C(NC(C(C2)C3)=O)=O)C=C1 ((4-methoxybenzyl)amino)-3-azabicyclo[3.1.1]heptane-2,4-dione